C(#N)CCO[C@](CC(CN)O)(O)P(=O)N(C(C)C)C(C)C Cyanoethoxydiisopropylaminophosphinyl-(S)-4-aminobutane-1,3-diol